N1(CCOCC1)C=1C=C(C=2N(C1)N=CC2C#N)O[C@@H]2CC[C@@H](CC2)NC=2N=NC(=CC2)OC 6-(Morpholin-4-yl)-4-{[cis-4-[(6-methoxypyridazin-3-yl)amino]cyclohexyl]oxy}pyrazolo[1,5-a]pyridine-3-carbonitrile